BrC1=CC(=C(C=C1C)C(C(F)(F)F)=O)O 1-(4-bromo-2-hydroxy-5-methyl-phenyl)-2,2,2-trifluoro-ethanone